N=1N(N=CC1)C=1C=CC(=NC1)CC=1OC=C(N1)C(=O)N1[C@H]([C@H](C1)O)C (2-((5-(2H-1,2,3-triazol-2-yl)pyridin-2-yl)methyl)oxazol-4-yl)((2S,3S)-3-hydroxy-2-methylazetidin-1-yl)methanone